ethyl 2-formyl-1-((2-(trimethylsilyl) ethoxy) methyl)-1H-pyrrole-3-carboxylate C(=O)C=1N(C=CC1C(=O)OCC)COCC[Si](C)(C)C